OC[C@@H]1CN(CC1)C(=O)OCC1=CC=CC=C1 Benzyl (S)-3-(hydroxymethyl)pyrrolidine-1-carboxylate